8-nitro-1,2,4a,5-tetrahydrobenzo[b]Pyrazinon [N+](=O)([O-])C=1C=CCC2C1NC(C=N2)=O